C(C(C)=C)C1=CS(C=C1)(=O)=O 3-methallylthiophene-1,1-dioxide